tetrahydro-2H-pyran-4-formonitrile O1CCC(CC1)C#N